N[C@H](C(=O)NN(C(C(F)Cl)=O)CCC(=O)N)CC1CC1 3-(2-((S)-2-amino-3-cyclopropylpropionyl)-1-(2-chloro-2-fluoroacetyl)hydrazino)propanamide